FC(C=1C(=C(C=CC1)[C@@H](C)NC=1C2=C(N=C(N1)C)N=C(C(=C2)N2CCN(CC2)C)OCC2COC2)F)F (R)-N-(1-(3-(difluoromethyl)-2-fluorophenyl)ethyl)-2-methyl-6-(4-methylpiperazin-1-yl)-7-(oxetan-3-ylmethoxy)pyrido[2,3-d]pyrimidin-4-amine